(2R,4R)-3,3-Difluoro-2-(hydroxymethyl)-4-[(methanesulfonyl)amino]-N-[4-(2,4,6-trifluorophenyl)-1,2-benzoxazol-3-yl]pyrrolidine-1-carboxamide FC1([C@H](N(C[C@H]1NS(=O)(=O)C)C(=O)NC1=NOC2=C1C(=CC=C2)C2=C(C=C(C=C2F)F)F)CO)F